C(CC)OC(C(COS(=O)(=O)Cl)(C)C)=O 3-((chlorosulfonyl)oxy)-2,2-dimethylpropionic acid propyl ester